(S)-3-((4-(4-chlorophenyl)piperazin-1-yl)methyl)-6a,7,8,9-tetrahydropyrido[3,2-e]pyrrolo[1,2-a]pyrazin-6(5H)-one ClC1=CC=C(C=C1)N1CCN(CC1)CC1=CC=2NC([C@H]3N(C2N=C1)CCC3)=O